5-amino-[1H]-tetrazole NC1=NN=NN1